4-amino-N-(cyclopropylmethyl)-1-methyl-N-((5R)-2-(trifluoromethyl)-5,8-dihydro-6H-pyrano[3,4-b]pyridin-5-yl)-1H-pyrazolo[4,3-c]quinoline-8-carboxamide NC1=NC=2C=CC(=CC2C2=C1C=NN2C)C(=O)N([C@H]2COCC1=NC(=CC=C12)C(F)(F)F)CC1CC1